1-oxa-3,8-diazaspiro[4.5]Decan-2-one O1C(NCC12CCNCC2)=O